N-(1,3-dimethyl-5-(4-(trifluoromethoxy)phenyl)-1H-pyrazolo[4,3-d]pyrimidin-7-yl)-5-nitrothiophene-2-carboxamide CN1N=C(C=2N=C(N=C(C21)NC(=O)C=2SC(=CC2)[N+](=O)[O-])C2=CC=C(C=C2)OC(F)(F)F)C